C(C)(=O)OCCCCCCCC\C=C/CCCCCCCC (Z)-9-octadecenyl acetate